C(C)C(CO)=CC[C@@H]1C(C(=CC1)C)(C)C |r| (+-)-2-ETHYL-4-(2,2,3-TRIMETHYL-3-CYCLOPENTEN-1-YL)-2-BUTEN-1-OL